ClC1=C(COC=2C=CC(=NC2)F)C=C(C(=C1)[N+](=O)[O-])F 5-((2-chloro-5-fluoro-4-nitrobenzyl)oxy)-2-fluoropyridine